BrN1C(C2(C3=CC=CC=C13)C(C2)C)=O bromo-2-methyl-spiro[cyclopropane-1,3'-indoline]-2'-one